(Z)-2-((3-benzyl-5-(3-((tert-butyldimethylsilyl)oxy)-5-chlorophenyl)pyrazin-2-yl)amino)-3-(furan-2-yl)acrylic acid C(C1=CC=CC=C1)C=1C(=NC=C(N1)C1=CC(=CC(=C1)Cl)O[Si](C)(C)C(C)(C)C)N\C(\C(=O)O)=C/C=1OC=CC1